1,1,4,4,4-pentafluoro-1-butene FC(=CCC(F)(F)F)F